[K].O=C[C@H](O)[C@@H](O)[C@H](O)[C@H](O)CO dextrose, potassium salt